FC(CCC1N(S(C2=C(N(C1)C1=CC=C(C=C1)F)C=C(C(=C2)O)C(F)(F)F)(=O)=O)C)(C)F 3-(3,3-Difluorobutyl)-5-(4-fluorophenyl)-8-hydroxy-2-methyl-7-(trifluoromethyl)-2,3,4,5-tetrahydrobenzo[f][1,2,5]thiadiazepine 1,1-dioxide